5-(3-(difluoromethyl)imidazo[1,2-a]pyridin-6-yl)-4-(1-methyl-1H-pyrazol-4-yl)-7H-pyrrolo[2,3-d]pyrimidine FC(C1=CN=C2N1C=C(C=C2)C2=CNC=1N=CN=C(C12)C=1C=NN(C1)C)F